ClC=1C(=CC(=C(C1)NC(=O)C1(CCC1)C1=CC=CC=C1)O)O N-(5-chloro-2,4-dihydroxyphenyl)-1-phenylcyclobutanecarboxamide